COC(=O)[C@@]1(N(C(C2=CC(=CC=C12)F)=O)CC1=CC=C(C=C1)OC)CC(C)=O |r| rac-5-fluoro-2-(4-methoxybenzyl)-3-oxo-1-(2-oxopropyl)isoindoline-1-carboxylic acid methyl ester